Cl.NC12CCC(CC1)(C2)O 4-aminobicyclo[2.2.1]heptane-1-ol hydrochloride